(2S,4R)-2-carbamothioyl-4-hydroxy-N-(4-methyl-5-(2-(1,1,1-trifluoro-2-methylpropan-2-yl)pyridin-4-yl)thiazol-2-yl)pyrrolidine-1-carboxamide C(N)(=S)[C@H]1N(C[C@@H](C1)O)C(=O)NC=1SC(=C(N1)C)C1=CC(=NC=C1)C(C(F)(F)F)(C)C